3-(1H-imidazol-5-yl)-7-(methylsulfanyl)-2-(3-(trifluoromethyl)-1H-1,2,4-triazol-5-yl)imidazo[1,2-a]pyrimidine N1C=NC=C1C1=C(N=C2N1C=CC(=N2)SC)C2=NC(=NN2)C(F)(F)F